(4-bromophenyl)(pentyl)sulfane BrC1=CC=C(C=C1)SCCCCC